C(C1=CC=CC=C1)[C@@H]1CN(CCN1S(=O)(=O)C)C=1C=C2C(=CN1)NN=C2C (R)-5-(3-Benzyl-4-(methylsulfonyl)piperazin-1-yl)-3-methyl-1H-pyrazolo[3,4-c]pyridine